2,5-dithienylpyrrole C1=CSC(=C1)C2=CC=C(N2)C3=CC=CS3